O=C1NCCN(CC1)C(=O)OC(C)(C)C tert-butyl 5-oxo-1,4-diazepane-1-carboxylate